3-[4-bromo-3,5-bis(propan-2-yl)phenyl]-3-fluorooxetane BrC1=C(C=C(C=C1C(C)C)C1(COC1)F)C(C)C